isobutyric acid 3-(2-(ethyl (methyl) amino) ethyl)-1H-indol-7-yl ester C(C)N(CCC1=CNC2=C(C=CC=C12)OC(C(C)C)=O)C